COC1=C(C=CC=C1)C1CC2C(N(OC2(C)C)C)C(C1)C 5-(2-methoxyphenyl)-1,3,3,7-tetramethyl-octahydrobenzo[c]isoxazole